(R)-N-(1-(4-chlorophenyl)-2,2,2-trifluoroethyl-1-d)-2-methylpropane-2-sulfinamide ClC1=CC=C(C=C1)C(C(F)(F)F)([2H])N[S@](=O)C(C)(C)C